C(CCCC)C1CCC(CC1)C1CCC(CC1)C(=O)OC1=CC=C(C=C1)/C=C/C(=O)O (E)-3-[4-[4-(4-pentylcyclohexyl)cyclohexanecarbonyl]oxyphenyl]prop-2-enoic acid